11-(chloroacetyl)-5,11-dihydro-6H-pyrido[2,3-b][1,4]benzodiazepin-6-one ClCC(=O)N1C2=C(NC(C3=C1C=CC=C3)=O)C=CC=N2